2-pyrrolidin-3-ylethyl 6-[5-(6-methyl-2-pyridyl)-1H-pyrazol-4-yl]quinoline-3-carboxylate CC1=CC=CC(=N1)C1=C(C=NN1)C=1C=C2C=C(C=NC2=CC1)C(=O)OCCC1CNCC1